ClC1=C2CN(CC2=C(C=C1)C(F)(F)F)C(=O)C=1C=C2CN(C(C2=CC1)=O)C1C(NC(CC1)=O)=O 3-(5-(4-chloro-7-(trifluoromethyl)isoindoline-2-carbonyl)-1-oxoisoindolin-2-yl)piperidine-2,6-dione